3-nitro-5,6,7,8-tetrahydroquinolin-6-one [N+](=O)([O-])C=1C=NC=2CCC(CC2C1)=O